Cl.N[C@H](C)[C@@H]1CC[C@H](CC1)C(=O)NC1=CC=NC=C1 trans-4-((R)-1-aminoethyl)-N-(pyridin-4-yl)cyclohexane-1-carboxamide hydrochloride